COC(=O)C=1C=NCOC1 [1,3]Oxazine-5-carboxylic acid methyl ester